3-(6-(3-acetylaminophenyl)-2,6-diazaspiro[3.3]heptan-2-yl)-2-aminobenzoic acid C(C)(=O)NC=1C=C(C=CC1)N1CC2(CN(C2)C=2C(=C(C(=O)O)C=CC2)N)C1